(R)-N-(2-(azetidin-3-yl)-2-(4-fluorophenyl)propyl)-2,5-bis(trifluoromethyl)pyrazolo[1,5-a]pyrimidin-7-amine N1CC(C1)[C@](CNC1=CC(=NC=2N1N=C(C2)C(F)(F)F)C(F)(F)F)(C)C2=CC=C(C=C2)F